NC(=C(C(=O)O)C#N)C 3-AMINO-2-CYANOBUT-2-ENOIC ACID